FC(C1=CN=C(S1)C1=CC=C(C=C1)C1=CC=C(C=C1)C=1N=NNC1C(=O)O)(F)F 4-(4'-(5-(trifluoromethyl)thiazol-2-yl)-[1,1'-biphenyl]-4-yl)-1H-1,2,3-triazole-5-carboxylic acid